ClC1=CC(=C(C=C1)C(C(=O)C1=CNC2=C(C(=CC=C12)F)C)NC1=CC(=CC(=C1)S(=O)(=O)C)OC)OC 2-(4-chloro-2-methoxy-phenyl)-1-(6-fluoro-7-methyl-1H-indol-3-yl)-2-((3-methoxy-5-(methylsulfonyl)-phenyl)amino)ethanone